R-(+)-2-(4-hydroxyphenoxy)propanamide OC1=CC=C(O[C@@H](C(=O)N)C)C=C1